N-Cyclopropyl-4-((4-methoxypyridin-2-yl)amino)-2-(1-methyl-1H-imidazol-2-yl)-6-(1-methyl-1H-pyrazol-3-yl)pyrrolo[2,1-f][1,2,4]triazine-5-carboxamide C1(CC1)NC(=O)C=1C(=CN2N=C(N=C(C21)NC2=NC=CC(=C2)OC)C=2N(C=CN2)C)C2=NN(C=C2)C